F[C@@H]1CNCC[C@@H]1N(C(OC(C)(C)C)=O)C tert-butyl ((3R,4S)-3-fluoropiperidin-4-yl)(methyl)carbamate